tert-butyl 2-(4,7-difluoro-5-iodo-3,3-dimethyl-2-oxoindol-1-yl)acetate FC1=C2C(C(N(C2=C(C=C1I)F)CC(=O)OC(C)(C)C)=O)(C)C